COC(=O)[C@@H]1N(CCC1)C1=CC=C(C=C1)O (2R)-1-(4-hydroxyphenyl)pyrrolidine-2-carboxylic acid methyl ester